ClC=1C=2N(C=CN1)C(=CN2)C=2C(=NN(C2)C(C2=CC=CC=C2)(C2=CC=CC=C2)C2=CC=CC=C2)C#N 4-(8-chloroimidazo[1,2-a]pyrazin-3-yl)-1-trityl-pyrazole-3-carbonitrile